(R)-3-methyl-4-(7-(pyrimidin-5-yl)-2-(1H-pyrrolo[2,3-b]pyridin-4-yl)thieno[3,2-d]pyrimidin-4-yl)morpholine C[C@H]1N(CCOC1)C=1C2=C(N=C(N1)C1=C3C(=NC=C1)NC=C3)C(=CS2)C=2C=NC=NC2